(hydroxymethyl)-3-methylpiperidin-3-ol OCN1CC(CCC1)(O)C